((phenylsulfonyl)methyl)spiro[3.3]heptan C1(=CC=CC=C1)S(=O)(=O)CC1CCC12CCC2